FC(C=1C=C2C=CC=CC2=CC1)(P(=O)(O)O)F 6-(DIFLUORO-PHOSPHONO-METHYL)-NAPHTHALENE